Tert-butyl ((1-(3-((2,3-dichloropyridin-4-yl)oxy)-1-methyl-1H-pyrazolo[3,4-b]pyrazin-6-yl)-4-methylpiperidin-4-yl)methyl)carbamate ClC1=NC=CC(=C1Cl)OC1=NN(C2=NC(=CN=C21)N2CCC(CC2)(C)CNC(OC(C)(C)C)=O)C